C(C1=CC=CC=C1)OC1=CC(=C(C=C1)N1CCN(CC1)C=1C(CN(CC1)C(=O)OC(C)(C)C)(F)F)F tert-butyl 4-[4-(4-benzyloxy-2-fluoro-phenyl)piperazin-1-yl]-3,3-difluoro-2,6-dihydropyridine-1-carboxylate